N-[(3R,4R)-1-benzyl-4-methyl-3-piperidyl]-N-methyl-7H-pyrrolo[2,3-d]pyrimidin-4-amine C(C1=CC=CC=C1)N1C[C@@H]([C@@H](CC1)C)N(C=1C2=C(N=CN1)NC=C2)C